BrC1=CC(=C(C=C1)C(C)=O)O 1-(4-bromo-2-hydroxyphenyl)ethan-1-one